Rac-(2R,3S)-3-(difluoromethyl)piperidine-2-carboxylic acid FC([C@@H]1[C@@H](NCCC1)C(=O)O)F |r|